CC1(OC2=CC3=C(C=C2CC1)CCC(O3)(C)C)C 2,2,8,8-tetramethyl-3,4,7,8-tetrahydro-2H,6H-pyrano[3,2-g]chromene